C(#N)C1=CC=2N(N=C1)C(=CC2)C2=CC(=C(C=N2)C=2SC(=CN2)C(=O)N2C[C@@H](CC2)NC(C)=O)NC(C)C (R)-N-(1-(2-(6-(3-cyanopyrrolo[1,2-b]pyridazin-7-yl)-4-(isopropylamino)pyridin-3-yl)thiazole-5-carbonyl)pyrrolidin-3-yl)acetamide